(1R,2R)-tert-butoxycarbonyl-2-aminocyclopentanecarboxylic acid C(C)(C)(C)OC(=O)[C@]1([C@@H](CCC1)N)C(=O)O